rac-5-[4-Amino-2-(N-(2-amino-1-methyl-2-oxoethyl)-4-fluoroanilino)thiazol-5-carbonyl]-N-(1-cyclopropylcyclopropyl)isoxazol-3-carboxamid NC=1N=C(SC1C(=O)C1=CC(=NO1)C(=O)NC1(CC1)C1CC1)N(C1=CC=C(C=C1)F)[C@@H](C(=O)N)C |r|